C(C)(=O)N1C(=N[C@@H]([C@H]1C1=CC=CC=C1)C1=CC=CC=C1)C1=CC=CC=C1 (4R,5R)-1-acetyl-2,4,5-triphenyl-4,5-dihydroimidazole